dibenzoacridineformyl chloride C1(=CC=CC2=C3C(=C4N=C5C=CC=CC5=CC4=C21)C=CC=C3)C(=O)Cl